COC(C(CC)[C@H]1CN(CC1)C=1C(=NC(=CC1)C=1N=NN(C1CO)C)CC)=O 2-((S)-1-(2-ethyl-6-(5-(hydroxymethyl)-1-methyl-1H-1,2,3-triazol-4-yl)pyridin-3-yl)pyrrolidin-3-yl)butanoic acid methyl ester